BrC1=C(C(=C(C(=C1)F)Cl)C#C)OC 1-bromo-4-chloro-3-ethynyl-5-fluoro-2-methoxybenzene